2-(5-(2-methyl-1-(methylamino)propan-2-yl)-1,3,4-oxadiazol-2-yl)-N-(4-(trifluoromethyl)phenyl)aniline CC(CNC)(C)C1=NN=C(O1)C1=C(NC2=CC=C(C=C2)C(F)(F)F)C=CC=C1